2,4,6-trimethylphenyl-benzoyl-diphenylphosphine oxide CC1=C(C(=CC(=C1)C)C)C1=C(C=CC=C1)P(C1=CC=CC=C1)(C(C1=CC=CC=C1)=O)=O